COC(=O)C=1N=C(NC1C1=CC=CC=C1)C1=CC=CC=C1 2,5-diphenyl-1H-imidazole-4-carboxylic acid methyl ester